(R)-3-(6-cyclopropyl-4-(1,2,2,2-tetrafluoro-1-(4-methyl-4H-1,2,4-triazol-3-yl)ethyl)pyridin-2-yl)-7-(((2-methoxyethyl)amino)methyl)-9-(trifluoromethyl)-4H-pyrido[1,2-a]pyrimidin-4-one C1(CC1)C1=CC(=CC(=N1)C1=CN=C2N(C1=O)C=C(C=C2C(F)(F)F)CNCCOC)[C@](C(F)(F)F)(C2=NN=CN2C)F